C(C)(C)(C)OC(=O)NC1=CC=C(C=C1)C=1SC=C(N1)C(=O)NC(C(=O)NCC(=O)OC)=C methyl (2-(2-(4-((tert-butoxycarbonyl)amino)phenyl)thiazole-4-carboxamido)acryloyl)glycinate